FC12CC(C1)(C2)CN(C(OC(C)(C)C)=O)CCCC=C tert-butyl N-[(3-fluoro-1-bicyclo[1.1.1]pentanyl)methyl]-N-pent-4-enyl-carbamate